2-(((tert-butyldimethylsilyl)oxy)methyl)-1H-indole-5-carboxylic acid ethyl ester C(C)OC(=O)C=1C=C2C=C(NC2=CC1)CO[Si](C)(C)C(C)(C)C